methyl trans-4-[(5-fluoroindazol-1-yl)methyl]cyclohexanecarboxylate FC=1C=C2C=NN(C2=CC1)C[C@@H]1CC[C@H](CC1)C(=O)OC